3-[(1,3-dioxoisoindolin-2-yl)methyl]-4,4-difluoro-2,5-dimethyl-piperidine-1-carboxylic acid benzyl ester C(C1=CC=CC=C1)OC(=O)N1C(C(C(C(C1)C)(F)F)CN1C(C2=CC=CC=C2C1=O)=O)C